4-((3-((3-(pyridin-4-ylamino)phenyl)carbamoyl)phenyl)amino)quinoline-6-carboxylate N1=CC=C(C=C1)NC=1C=C(C=CC1)NC(=O)C=1C=C(C=CC1)NC1=CC=NC2=CC=C(C=C12)C(=O)[O-]